7-[[6-(3,3a,4,5,6,6a-hexahydro-2H-pyrrolo[2,3-c]pyrrol-1-yl)-2-pyridyl]amino]-4-(8-fluoro-7-methyl-imidazo[1,2-a]pyridin-3-yl)-2,3-dihydro-pyrrolo[3,4-c]pyridin-1-one Formic acid salt C(=O)O.N1(CCC2C1CNC2)C2=CC=CC(=N2)NC=2C1=C(C(=NC2)C2=CN=C3N2C=CC(=C3F)C)CNC1=O